2-(3-chloro-5-fluorophenoxy)-8,8-difluoro-5-iodobicyclo[4.2.0]octa-1,3,5-trien-7-ol ClC=1C=C(OC2=C3C(C(C3=C(C=C2)I)O)(F)F)C=C(C1)F